(4aR,8aS)-6-[3-[1-[4-(Trifluoromethyl)phenyl]ethoxy]azetidine-1-carbonyl]-4,4a,5,7,8,8a-hexahydropyrido[4,3-b][1,4]oxazin-3-one FC(C1=CC=C(C=C1)C(C)OC1CN(C1)C(=O)N1C[C@@H]2[C@@H](OCC(N2)=O)CC1)(F)F